4,6-dimethyl-1H-pyrrolo[2,3-b]pyridine CC1=C2C(=NC(=C1)C)NC=C2